diethyl (2-(dimethylamino)-2-oxoethyl)phosphonate CN(C(CP(OCC)(OCC)=O)=O)C